C1(CC1)CN1C(=CC2=CC=CC=C12)C1=NC=2C(=CC=3CCNC(C3C2)=O)N1C 2-(1-(cyclopropylmethyl)-1H-indol-2-yl)-1-methyl-1,6,7,8-tetrahydro-5H-imidazo[4,5-g]isoquinolin-5-one